(2S)-1-(4-(5-(5-(2-Fluoro-2,3-dihydro-1H-inden-4-yl)-6-methoxy-1H-pyrazolo[4,3-b]pyridin-3-yl)pyridin-2-yl)piperidin-1-yl)-2-hydroxypropan-1-one FC1CC2=CC=CC(=C2C1)C1=C(C=C2C(=N1)C(=NN2)C=2C=CC(=NC2)C2CCN(CC2)C([C@H](C)O)=O)OC